FC=1C=C(C#N)C=CC1COC1=NC(=CC=C1)N1CCNCC1 3-fluoro-4-(((6-(piperazin-1-yl)pyridin-2-yl)oxy)methyl)benzonitrile